tert-butyl 2-(4-(5-chloro-2-(4-chloro-1H-1,2,3-triazol-1-yl) phenyl)-2,5-dioxapiperazin-1-yl)-3-phenylpropionate ClC=1C=CC(=C(C1)N1CON(CO1)C(C(=O)OC(C)(C)C)CC1=CC=CC=C1)N1N=NC(=C1)Cl